4-(2-amino-6-fluorophenyl)-7,7-dimethyl-2-(2-(2-propenoyl)-2,6-diazaspiro[3.4]octan-6-yl)-7,8-dihydro-5H-pyrano[4,3-b]pyridine-3-carbonitrile NC1=C(C(=CC=C1)F)C1=C2C(=NC(=C1C#N)N1CC3(CN(C3)C(C=C)=O)CC1)CC(OC2)(C)C